C(C)(C)OC1=CC(=C(C=N1)N1C2=C(SC=3N=CC=C(NC1=O)C32)C(=O)N)C (S)-(6-isopropoxy-4-methylpyridin-3-yl)-4-oxo-4,5-dihydro-3H-1-thia-3,5,8-triazaacenaphthylene-2-carboxamide